CN1C(OC2=C1C=C(C=C2)N2N=NC(=C2)CN2C[C@H](NC(C2)=O)C=2C(=C1COC(C1=CC2)=O)C)=O (R)-3-methyl-5-(4-((3-(4-methyl-1-oxo-1,3-dihydroisobenzofuran-5-yl)-5-oxopiperazin-1-yl)methyl)-1H-1,2,3-triazol-1-yl)benzo[d]oxazol-2(3H)-one